FC=1C=C(C=C2CCN3[C@@H](C12)C[C@@H](C3)C)C(=O)NO (2S,10bR)-10-fluoro-N-hydroxy-2-methyl-1,2,3,5,6,10b-hexahydropyrrolo[2,1-a]isoquinoline-8-carboxamide